BrC1=C(C=C(C=C1C)NC1=NC=C(C(=N1)NC1CCCC1)Cl)C(C)(C)O 2-[2-bromo-5-[[5-chloro-4-(cyclopentylamino)pyrimidin-2-yl]amino]-3-methyl-phenyl]propan-2-ol